C(C)(C)(C)OC(=O)N[C@H](CNC=1C=C2C(C(=CNC2=CC1)C(=O)OCC)=O)C ethyl (S)-6-((2-((tert-butoxycarbonyl) amino) propyl) amino)-4-oxo-1,4-dihydroquinoline-3-carboxylate